FC(OC1=NC=CC(=C1)CNC(=O)NC1CC(C1)C)F 1-[[2-(difluoromethoxy)pyridin-4-yl]methyl]-3-(3-methylcyclobutyl)urea